C(C)(C)(C)OC(=O)N(C1C(C1)C=1C=NN(C1)C1=CC=CC=C1)CC1CCN(CC1)CCCC1=CC=C(C(=O)O)C=C1 4-(3-(4-(((tert-butoxycarbonyl)(2-(1-phenyl-1H-pyrazol-4-yl)cyclopropyl)amino)methyl)piperidin-1-yl)propyl)benzoic Acid